3-tert-butyl-N-{2-[2-(1-ethyl-5-methyl-1H-pyrazol-3-yl)-3H-imidazo[4,5-b]pyridin-7-yl]-6,7,8,9-tetrahydro-5H-benzo[7]annulen-5-yl}-1,2,4-oxadiazole-5-carboxamide C(C)(C)(C)C1=NOC(=N1)C(=O)NC1CCCCC2=C1C=CC(=C2)C2=C1C(=NC=C2)NC(=N1)C1=NN(C(=C1)C)CC